C(C(=C)C)(=O)O.N1C(=O)NC(=O)C1 hydantoin methacrylate